BrC1=CC(=C(C=N1)NC1CCC(CC1)OC)[N+](=O)[O-] 6-bromo-N-((1r,4r)-4-methoxycyclohexyl)-4-nitropyridin-3-amine